(R)-6-(2-(3-fluorophenyl)pyrrolidin-1-yl)-3-(1-(piperidin-4-yl)-1,2,5,6-tetrahydropyridin-3-yl)imidazo[1,2-b]pyridazine bicyclo[1.1.1]pentan-1-yl-methanesulfonate C12(CC(C1)C2)CS(=O)(=O)O.FC=2C=C(C=CC2)[C@@H]2N(CCC2)C=2C=CC=1N(N2)C(=CN1)C=1CN(CCC1)C1CCNCC1